BrC=1C=C(C(=NC1)C=1C(=NN(C1C)COCC[Si](C)(C)C)C)OCOCC[Si](C)(C)C 2-[[5-bromo-2-[3,5-dimethyl-1-(2-trimethylsilylethoxymethyl)pyrazol-4-yl]-3-pyridyl]oxymethoxy]ethyl-trimethyl-silane